C(C)(C)[C@H]1CC[C@H](CC1)NC(C1=CC(=CC(=C1)NC(=O)[C@@H]1CC[C@@H](CC1)C(C)(C)C)NC(=O)[C@@H]1CC[C@@H](CC1)C(C)(C)C)=O N-(cis-4-Isopropylcyclohexyl)-3,5-bis-[cis-4-tert-butylcyclohexylcarbonylamino]-benzamid